CC1([C@H]2CCC([C@@H]1C2)CC(C=O)C)C 3-((1S,5S)-6,6-dimethylbicyclo[3.1.1]hept-2-yl)-2-methylpropanal